ClC=1C=CC(=C(C1)C1=C2C(=NC=C1)C(=CS2)C(=O)O)C#CCN2C(=NC1=CC(=C(C(=C1C2=O)C#N)N2CCN(CC2)C)C(F)(F)F)C 7-(5-Chloro-2-(3-(5-cyano-2-methyl-6-(4-methylpiperazin-1-yl)-4-oxo-7-(trifluoromethyl)quinazolin-3(4H)-yl)prop-1-yn-1-yl)phenyl)thieno[3,2-b]pyridine-3-carboxylic acid